FC(CNC(=O)C1=CC=C(C=C1)B(O)O)(F)F (4-((2,2,2-trifluoroethyl)carbamoyl)phenyl)boronic acid